2-[(2S)-2-methylpyrrolidin-2-yl]-1H-benzimidazole-4-carboxamide C[C@@]1(NCCC1)C1=NC2=C(N1)C=CC=C2C(=O)N